(1-((3-(piperidin-4-yloxy)phenyl)-sulfonyl)piperidin-4-yl)carbamic acid tert-butyl ester C(C)(C)(C)OC(NC1CCN(CC1)S(=O)(=O)C1=CC(=CC=C1)OC1CCNCC1)=O